COC1=C(C=C(C(=C1)CC=O)OC)CC(CC)NC(OC(C)(C)C)=O tert-butyl (1-(2,5-dimethoxy-4-(2-oxoethyl)phenyl)butan-2-yl)carbamate